C(CCCCCC(C(=O)O)C(=O)O)(C(=O)O)C(=O)O 1,1,7,7-heptanetetracarboxylic acid